S1C(=NC2=C1C=CC=C2)S(=O)(=O)CC=C(C=C[Sn](CCCC)(CCCC)CCCC)C 1-(benzothiazol-2-yl)sulfonyl-5-(tri-n-butylstannyl)-3-methylpent-2,4-diene